2-(2,6-dioxohexahydropyridin-3-yl)-5-(piperazin-1-yl)isoindole-1,3-dione hydrochloride Cl.O=C1NC(CCC1N1C(C2=CC=C(C=C2C1=O)N1CCNCC1)=O)=O